(R)-3-(fluoromethyl)-3-(5-(3-((4-(trifluoromethyl)phenyl)amino)pyridin-2-yl)-1,3,4-oxadiazol-2-yl)pyrrolidin-2-one FC[C@@]1(C(NCC1)=O)C=1OC(=NN1)C1=NC=CC=C1NC1=CC=C(C=C1)C(F)(F)F